3-[[4-(2,6-Dimethylphenyl)-6-[(2R)-2-[(5-isopropoxypyrimidin-2-yl)methylamino]-5,5-dimethyl-hexoxy]pyrimidin-2-yl]sulfamoyl]benzoic acid CC1=C(C(=CC=C1)C)C1=NC(=NC(=C1)OC[C@@H](CCC(C)(C)C)NCC1=NC=C(C=N1)OC(C)C)NS(=O)(=O)C=1C=C(C(=O)O)C=CC1